CC(C(N1CCN(CC1)C(NC1=NC(N(C=C1)C1=CC(=C(C=C1)CC=O)C(F)(F)F)=O)=O)=O)(C)NC(OC(C)(C)C)=O tert-butyl (2-methyl-1-oxo-1-(4-((2-oxo-1-(4-(2-oxoethyl)-3-(trifluoromethyl)phenyl)-1,2-dihydropyrimidin-4-yl)carbamoyl)piperazin-1-yl)propan-2-yl)carbamate